N-(5-[[4-(trifluoromethyl)phenyl]methyl]-1H-indol-3-yl)acetamide FC(C1=CC=C(C=C1)CC=1C=C2C(=CNC2=CC1)NC(C)=O)(F)F